N-(2-Aminopyrimidin-5-yl)-3-(3,4-difluoro-2-methoxyphenyl)-4,5-dimethyl-5-(trifluoromethyl)tetrahydrofuran-2-carboxamide NC1=NC=C(C=N1)NC(=O)C1OC(C(C1C1=C(C(=C(C=C1)F)F)OC)C)(C(F)(F)F)C